FC1=C2C=CN(C2=C(C=C1)C)C1=CC(=CC=C1)CCC(=O)NC 4-fluoro-7-methyl-N-(3-(3-(methylamino)-3-oxopropyl)phenyl)-1H-indole